COC(C1CCN(CC1)C1=NC(=NC=C1C(=O)OCC)SC)OC ethyl 4-[4-(dimethoxymethyl)-1-piperidyl]-2-methylsulfanyl-pyrimidine-5-carboxylate